(S)-3-cyano-N-(1-(6-(trifluoromethyl)pyridin-3-yl)ethyl)but-3-enamide C(#N)C(CC(=O)N[C@@H](C)C=1C=NC(=CC1)C(F)(F)F)=C